(S)-4-(4-((2,3-dihydrobenzo[b][1,4]dioxin-2-yl)methyl)piperazin-1-yl)-N-(pyrimidin-2-yl)-1,2,5-thiadiazol-3-amine O1C2=C(OC[C@@H]1CN1CCN(CC1)C=1C(=NSN1)NC1=NC=CC=N1)C=CC=C2